B(O)(O)O.N1C=CC=C1.N1C=CC=C1 dipyrrole borate